COC1CC(C1)(C(=O)NC=1SC(=CN1)OC=1C=NC(=NC1)N1CCOCC1)C 3-methoxy-1-methyl-N-(5-((2-morpholino-pyrimidin-5-yl)oxy)thiazol-2-yl)cyclobutane-1-carboxamide